ClC1=NC(=C2NC=NC2=N1)NC1=C(C=CC=C1)P(C)(C)=O (2-((2-chloro-7H-purin-6-yl)amino)phenyl)dimethylphosphine oxide